C(C)OC(C(CCCN1C(N(C=2N=CN(C2C1=O)CC1OC(OC1)(C)C)C)=O)CC)=O ethyl-5-(7-((2,2-dimethyl-1,3-dioxolan-4-yl)methyl)-3-methyl-2,6-dioxo-2,3,6,7-tetrahydro-1H-Purin-1-yl)pentanoic acid ethyl ester